1-(heptadecanoyloxy)-4-(oleoyloxy)butane-2,3-diyl bis(3-(pyrrolidin-1-yl)-propanoate) N1(CCCC1)CCC(=O)OC(COC(CCCCCCCCCCCCCCCC)=O)C(COC(CCCCCCC\C=C/CCCCCCCC)=O)OC(CCN1CCCC1)=O